O1C(=NC2=C1C=CC=C2)C2(CCN(CC2)C2=C(C(N(C1=C(C=CC=C21)Cl)C)=O)C(=O)N)C 4-[4-(1,3-benzoxazol-2-yl)-4-methylpiperidin-1-yl]-8-chloro-1-methyl-2-oxo-1,2-dihydroquinoline-3-carboxamide